ClC=1C=C(NC2(CCC3(N(CC4=CC(=CC=C34)F)C[C@H](COC3=CC=NC=4CCC[C@H](C34)C)C)CC2)C(=O)O)C=CC1 (1s,4S)-4-(3-chloroanilino)-5'-fluoro-2'-[(2R)-2-methyl-3-{[(5R)-5-methyl-5,6,7,8-tetrahydroquinolin-4-yl]oxy}propyl]-2',3'-dihydrospiro[cyclohexane-1,1'-isoindole]-4-carboxylic acid